iron-potassium phosphate P(=O)([O-])([O-])[O-].[K+].[Fe+2]